C12CNCC(CC1)C2C2=CC=C(C=C2)C2=CC(=CC1=CC(=CC=C21)C2=CC=C(C=C2)C(F)(F)F)C(=O)O 4-(4-(3-Azabicyclo[3.2.1]octan-8-yl)phenyl)-7-(4-(trifluoromethyl)phenyl)-2-naphthoic acid